rac-tert-butyl ((4R,5R)-7-ethyl-4-(4-fluorophenyl)-6-oxo-1-phenyl-5-(3-(trifluoromethyl)benzamido)-4,5,6,7-tetrahydro-1H-pyrazolo[3,4-b]pyridine-3-yl)carbamate C(C)N1C2=C([C@H]([C@H](C1=O)NC(C1=CC(=CC=C1)C(F)(F)F)=O)C1=CC=C(C=C1)F)C(=NN2C2=CC=CC=C2)NC(OC(C)(C)C)=O |r|